C1(=CC=CC=C1)C(C(=O)O)=C α-phenylacrylic acid